benzyl 13-(aminomethyl)-19-(8-chloronaphthalen-1-yl)-9-oxo-14-oxa-2,5,10,16,19,23-hexaazatetracyclo[13.7.1.02,7.017,22]tricosa-1(23),15,17(22)-triene-5-carboxylate NCC1CCNC(CC2CN(CCN2C=2C=3CCN(CC3N=C(O1)N2)C2=CC=CC1=CC=CC(=C21)Cl)C(=O)OCC2=CC=CC=C2)=O